NC1CCN(CC1)C1=CC=C(C(=N1)C1=CC=C(C#N)C=C1)C1=CC2=CN(N=C2C=C1)C 4-(6-(4-aminopiperidin-1-yl)-3-(2-methyl-2H-indazol-5-yl)pyridin-2-yl)benzonitrile